C(CCC)N1C(NC(C(C1=O)=C1SCCCS1)=O)=O 1-butyl-5-(1,3-dithian-2-ylidene)-1,3-diazinane-2,4,6-trione